Calcium bromat Br(=O)(=O)[O-].[Ca+2].Br(=O)(=O)[O-]